ethylene glycol diethylhexanoate C(C)C(C(=O)OCCO)(CCCC)CC